ethyl 13-(2-chloro-6-fluoro-phenyl)-10-thioxo-7-thia-9,12-diazatricyclo[6.5.0.02,6]trideca-1(8),2(6),12-triene-5-carboxylate ClC1=C(C(=CC=C1)F)C1=NCC(NC=2SC=3C(CCC3C12)C(=O)OCC)=S